ethyl-1-(1,1-dioxo-1lambda6-thian-4-yl)-4-hydroxy-5-oxo-2,5-dihydro-1H-pyrrole C(C)C1N(C(C(=C1)O)=O)C1CCS(CC1)(=O)=O